(2-(dimethylamino)ethyl)(methylamino)-5-(trifluoromethyl)benzamide CN(CCC=1C(=C(C(=O)N)C=C(C1)C(F)(F)F)NC)C